quinoline-2,4(1H,3H)-dione N1C(CC(C2=CC=CC=C12)=O)=O